6-allyl-N-[3-(4-methylpiperazin-1-yl)phenyl]-6H-pyrimido[5,4-c][2,1]benzothiazin-2-amine 5,5-dioxide C(C=C)N1S(C2=C(C3=C1C=CC=C3)N=C(N=C2)NC2=CC(=CC=C2)N2CCN(CC2)C)(=O)=O